(2-chloropyrimidin-4-yl)-1H-indazole ClC1=NC=CC(=N1)N1N=CC2=CC=CC=C12